6-chloro-1-(1-cyclopropyl-5,6-difluoro-1H-benzo[d]imidazol-2-yl)-1H-imidazo[4,5-c]pyridine ClC1=CC2=C(C=N1)N=CN2C2=NC1=C(N2C2CC2)C=C(C(=C1)F)F